C1(CCC1)N(C(=O)N1CCNCC1)C N-cyclobutyl-N-methylpiperazine-1-carboxamide